ClC1=C(C=CC=C1)[C@H]([C@@H](C)C=1N(C(C(=C(N1)C(=O)NC=1C=NOC1)O)=O)C)C=1C=NN(C1)C 2-((1R,2R)-1-(2-chlorophenyl)-1-(1-methyl-1H-pyrazol-4-yl)propan-2-yl)-5-hydroxy-N-(isoxazol-4-yl)-1-methyl-6-oxo-1,6-dihydropyrimidine-4-carboxamide